CN1C(=NC2=C1C=CC=C2)CN (1-methyl-1H-benzo[d]imidazol-2-yl)methanamine